2-[(4S)-4-[3-(2,4-dioxohexahydropyrimidin-1-yl)-1-methyl-indazol-6-yl]-3,3-difluoro-1-piperidinyl]acetic acid tert-butyl ester C(C)(C)(C)OC(CN1CC([C@@H](CC1)C1=CC=C2C(=NN(C2=C1)C)N1C(NC(CC1)=O)=O)(F)F)=O